8-(2-cyclopropyl-2,2-difluoroethoxy)-6-(2,4-di-tert-butoxypyrimidin-5-yl)imidazo[1,2-b]pyridazine C1(CC1)C(COC=1C=2N(N=C(C1)C=1C(=NC(=NC1)OC(C)(C)C)OC(C)(C)C)C=CN2)(F)F